6-(3-bromo-1-(3-chloro-5-fluoropyridin-2-yl)-1H-pyrazole-5-carboxamido)-N-isopropyl-5-methylpyrazolo[1,5-a]pyridine-7-carboxamide BrC1=NN(C(=C1)C(=O)NC=1C(=CC=2N(C1C(=O)NC(C)C)N=CC2)C)C2=NC=C(C=C2Cl)F